C(C)(=O)OCCC1(CCC1)C[N+](=O)[O-] 2-[1-(nitromethyl) cyclobutyl]Ethyl acetate